(2S)-tert-butyl 4-ethynyl-2-(4-(methoxycarbonyl)phenyl)piperidine-1-carboxylate C(#C)C1C[C@H](N(CC1)C(=O)OC(C)(C)C)C1=CC=C(C=C1)C(=O)OC